(2S,3S,4S,5R)-3-[4,5-difluoro-2-(2H3)methoxyphenyl]-4,5-dimethyl-5-(trifluoromethyl)oxolan-2-yl acetate C(C)(=O)O[C@@H]1O[C@]([C@H]([C@H]1C1=C(C=C(C(=C1)F)F)OC([2H])([2H])[2H])C)(C(F)(F)F)C